CC1(OB(OC1(C)C)C=1C=C(C=CC1)CNC(OC(C)(C)C)=O)C tert-butyl N-[[3-(4,4,5,5-tetramethyl-1,3,2-dioxaborolan-2-yl)phenyl]methyl]carbamate